ClC=1C=CC(=C(C(=O)OC)C1)[N+](=O)[O-] 5-chloro-2-nitrobenzoic acid, methyl ester